1-(1H-benzo[d]imidazol-5-yl)-4-(2,6-difluoro-4-(4-methylpiperazin-1-yl)phenyl)azetidin-2-one N1C=NC2=C1C=CC(=C2)N2C(CC2C2=C(C=C(C=C2F)N2CCN(CC2)C)F)=O